5-[4-(4,5-dimethylpyrimidin-2-yl)piperidine-1-carbonyl]-6-methyl-N-(1-methylcyclopropyl)furo[2,3-d]pyrimidin-4-amine CC1=NC(=NC=C1C)C1CCN(CC1)C(=O)C1=C(OC=2N=CN=C(C21)NC2(CC2)C)C